1-(3-Bromophenyl)ethan-1-one BrC=1C=C(C=CC1)C(C)=O